P(O)(O)N.CC(C)CCC[C@@H](C)[C@H]1CC[C@H]2[C@@H]3CC=C4C[C@@H](S)CC[C@]4(C)[C@H]3CC[C@]12C thiocholesterol Phosphoramidite